NC1=C2N=CN(C2=NC(=N1)F)[C@@H]1O[C@]([C@H]([C@H]1O)OCC1=CC=CC=C1)(C=C1CC1)COCC1=CC=CC=C1 (2R,3R,4S,5R)-2-(6-amino-2-fluoro-9H-purin-9-yl)-4-(benzyloxy)-5-((benzyloxy)methyl)-5-(cyclopropylidenemethyl)tetrahydrofuran-3-ol